5-oxopyrrolidine-1-carboxylate O=C1CCCN1C(=O)[O-]